C(C(=O)N)(=O)NN amidooxalic acid hydrazide